3-Hydroxy-1-[4-(5-hydroxypyridin-2-yl)-piperazin-1-yl]-3-phenylpropan-1-one OC(CC(=O)N1CCN(CC1)C1=NC=C(C=C1)O)C1=CC=CC=C1